5-(4-((7-ethyl-6-oxo-5,6-dihydro-1,5-naphthyridin-3-yl)methyl)hexahydrofuro[3,4-b]pyrazin-1(2H)-yl)-N-methylpyridine-2-carboxamide C(C)C=1C(NC=2C=C(C=NC2C1)CN1C2C(N(CC1)C=1C=CC(=NC1)C(=O)NC)COC2)=O